N-methyl-8,8-dioxo-8λ6-thiabicyclo[3.2.1]octane-3-carboxamide CNC(=O)C1CC2CCC(C1)S2(=O)=O